BrC1=CC(=CC2=C1N(C(N2C=2SC(=NN2)C(F)F)=O)CC)S(=O)(=O)Cl 7-bromo-3-[5-(difluoromethyl)-1,3,4-thiadiazol-2-yl]-1-ethyl-2-oxo-1,3-benzodiazole-5-sulfonyl chloride